N[C@@H]1C2=CC=CC=C2CC12CCN(CC2)C2=C(N=C1C(=N2)NN=C1C)CO {6-[(3S)-3-amino-1,3-dihydrospiro[indene-2,4'-piperidine]-1'-yl]-3-methyl-1H-pyrazolo[3,4-b]Pyrazin-5-yl}methanol